6-((S)-1-amino-1,3-dihydrospiro[indene-2,4'-piperidin]-1'-yl)-3-(1-(1-oxothiophen-2-yl)cyclopropyl)-1,5-dihydro-4H-pyrazolo[3,4-d]pyrimidin-4-one N[C@@H]1C2=CC=CC=C2CC12CCN(CC2)C=2NC(C1=C(N2)NN=C1C1(CC1)C=1S(C=CC1)=O)=O